C(C)(C)(C)OC(=O)N1CCC2(CCC2CCN)CC1 (2-aminoethyl)-7-azaspiro[3.5]Nonane-7-carboxylic acid tert-butyl ester